COC(=O)C1=NC(=NC(=C1OC)N)C1=C(C(=C(C=C1)[Si](C)(C)C)F)F 6-amino-2-(2,3-difluoro-4-(trimethylsilyl)phenyl)-5-methoxypyrimidine-4-carboxylic acid methyl ester